N-[(6-bromo-7-methoxy-4-oxo-3,4-dihydroquinazolin-2-yl)methyl]Carboxamide BrC=1C=C2C(NC(=NC2=CC1OC)CNC=O)=O